tert-butyl N-(1-formylcyclobutyl)carbamate C(=O)C1(CCC1)NC(OC(C)(C)C)=O